FC1=NC(=CC(=C1)N(C(C(=O)OCC)=O)C=1SC(=C(N1)C(NC1C(CC1)(C)C)=O)C)F ethyl 2-[(2,6-difluoro-4-pyridyl)-[4-[(2,2-dimethylcyclobutyl)carbamoyl]-5-methyl-thiazol-2-yl]amino]-2-oxo-acetate